ethyl 5-(2-bromo-5-hydroxyphenyl)-3-oxopentanoate BrC1=C(C=C(C=C1)O)CCC(CC(=O)OCC)=O